C(N)(OCC=1C=C2N(C3=CC=C(C=C3N=C2N)C2=CC=NN2)C1)=O ((4-amino-7-(1H-pyrazol-5-yl) pyrrolo[1,2-a]quinoxalin-2-yl) methyl) carbamate